C1(CC1)C([C@@H](C(=O)NC1=NC=CC(=C1)C(NC(CCC(F)(F)F)=O)C1CC1)NC(=O)C=1C(=NOC1)CC)C1CC1 N-((2S)-1,1-dicyclopropyl-3-((4-(cyclopropyl(4,4,4-trifluorobutan-amido)methyl)pyridin-2-yl)amino)-3-oxopropan-2-yl)-3-ethylisoxazole-4-carboxamide